O1C(=NC2=C1C=CC=C2)C2CCN(CC2)C2=C(C(N(C1=CC=C(C=C21)Br)C)=O)C#N 4-[4-(1,3-benzoxazol-2-yl)piperidin-1-yl]-6-bromo-1-methyl-2-oxo-1,2-dihydroquinoline-3-carbonitrile